2-((3-(8,8,8-trifluorooctan-2-yl)-1,2,4-oxadiazol-5-yl)methyl)acrylic acid FC(CCCCCC(C)C1=NOC(=N1)CC(C(=O)O)=C)(F)F